2-chloro-N,N-dimethylpropan-1-amine CC(CN(C)C)Cl